COC=1C=C(C=CC1OC)C(=O)N1[C@H](C2=C(N=C(N=C2)C2=NC=CC=C2)CC1)C (3,4-dimethoxyphenyl)-[(5S)-5-methyl-2-(2-pyridyl)-7,8-dihydro-5H-pyrido[4,3-d]pyrimidin-6-yl]methanone